ClC1=NC(=CC(=C1)C1=C(C=C(C=C1C(C)C)C(C)C)C(C)C)Cl 2,6-dichloro-4-(2,4,6-triisopropylphenyl)pyridine